ClC1=C2CCNC2=CC=C1C1=CN(C=2N=CN=C(C21)N)C2CC2 5-(4-chloroindolin-5-yl)-7-cyclopropyl-7H-pyrrolo[2,3-d]pyrimidin-4-amine